7-ethoxy-2-methyl-N-(6-(1-methyl-1,2,3,6-tetrahydropyridin-4-yl)pyridazin-3-yl)imidazo[1,2-a]pyridine-6-carboxamide C(C)OC1=CC=2N(C=C1C(=O)NC=1N=NC(=CC1)C=1CCN(CC1)C)C=C(N2)C